2-chlorobicyclo[1.1.1]pentane ClC1C2CC1C2